C(C1=CC=CC=C1)(=O)C1=C(N(OCC)OC)C=CC=C1 benzoyl-methoxyl-ethoxyaniline